N1CCN2C1=CCCC2O 1,2,3,5,6,7-hexahydroimidazo[1,2-a]pyridin-5-ol